CC1=C(C(=O)C2=CC=CC=C2)C=CC=C1 Methyl-Benzophenone